FC1=C(C(=O)N[C@H](C(=O)OC)CC2=CC=C(C=3N2C=CN3)B3OC(C(O3)(C)C)(C)C)C(=CC(=C1)N[C@@H](C(F)(F)F)CC)F methyl (S)-2-(2,6-difluoro-4-(((R)-1,1,1-trifluorobutan-2-yl)amino) benzamido)-3-(8-(4,4,5,5-tetramethyl-1,3,2-dioxaborolan-2-yl)imidazo[1,2-a]pyridin-5-yl)propanoate